C[C@H](CCC(=C)C(C)C)[C@H]1CC[C@@H]2[C@@]1(CC[C@H]3C2=CC[C@@H]4[C@@]3(CC[C@@H]([C@H]4C(=O)O)O)C)C The molecule is a steroid acid resulting from the formal oxidation of the formyl group of 4alpha-formyl-ergosta-7,24(28)-dien-3beta-ol to the corresponding carboxylic acid. It derives from a 4alpha-formyl-ergosta-7,24(28)-dien-3beta-ol. It is a conjugate acid of a 3beta-hydroxy-5alpha-ergosta-7,24(28)-diene-4alpha-carboxylate.